methyl 4-[[6-[[5-[6-[tert-butoxycarbonyl(methyl)amino]-[1,2,4]triazolo[1,5-a]pyridin-2-yl]-8-(methylamino)-2,7-naphthyridin-3-yl]amino]-2-pyridyl]oxy]butanoate C(C)(C)(C)OC(=O)N(C=1C=CC=2N(C1)N=C(N2)C2=C1C=C(N=CC1=C(N=C2)NC)NC2=CC=CC(=N2)OCCCC(=O)OC)C